OC1=C(C(=CC(=C1S(=O)(=O)NC(=O)C1=NC=NN1)CCCCC)O)C1C(CCC(=C1)C)C(=C)C N-((2,6-dihydroxy-5'-methyl-4-pentyl-2'-(prop-1-en-2-yl)-1',2',3',4'-tetrahydro-[1,1'-biphenyl]-3-yl)sulfonyl)-1H-1,2,4-triazole-5-carboxamide